3-(1-methyl-7-(3-(piperidin-4-yl)azetidin-1-yl)-1H-indazol-3-yl)piperidine-2,6-dione CN1N=C(C2=CC=CC(=C12)N1CC(C1)C1CCNCC1)C1C(NC(CC1)=O)=O